P([O-])([O-])[O-] Phosphorit